C1(=CC=CC2=CC=CC=C12)OP(=O)(OC1=C(C(=C(C(=C1F)F)F)F)F)N[C@@H](C)C(=O)OCC(CC)CC 2-ETHYLBUTYL ((NAPHTHALEN-1-YLOXY)(PERFLUOROPHENOXY)PHOSPHORYL)-L-ALANINATE